methyl(pyridin-3-yl)((4-((5-(trifluoromethyl)-1,2,4-oxadiazol-3-yl)methyl)phenyl)imino)-λ6-sulfanone CS(=O)(=NC1=CC=C(C=C1)CC1=NOC(=N1)C(F)(F)F)C=1C=NC=CC1